C1(=CC=C(C=C1)COC1=NOC(=N1)C(=O)O)C1=CC=CC=C1 3-([1,1'-biphenyl]-4-ylmethoxy)-1,2,4-oxadiazole-5-carboxylic acid